(Z)-5-(4-(quinolin-4-ylamino)but-1-yn-1-yl)furan-2-carbaldehyde oxime hydrochloride Cl.N1=CC=C(C2=CC=CC=C12)NCCC#CC1=CC=C(O1)\C=N/O